ClCC1=CC=NN1C1OCCCC1 5-(chloromethyl)-1-tetrahydropyran-2-yl-pyrazole